(2-((3-(4-(pyridin-4-yl)-1H-pyrazol-3-yl)phenoxy)methyl)phenyl)methanamine N1=CC=C(C=C1)C=1C(=NNC1)C=1C=C(OCC2=C(C=CC=C2)CN)C=CC1